4-(bromomethyl)-N,N-dimethylaniline BrCC1=CC=C(N(C)C)C=C1